C(C)N(CCNC(=O)C1=C(NC(=C1C)\C=C\1/C(N(C2=CC=C(C=C12)F)C(CN)=O)=O)C)CC (Z)-N-(2-(diethylamino)ethyl)-5-((5-fluoro-1-glycyl-2-oxoindol-3-ylidene)methyl)-2,4-dimethyl-1H-pyrrole-3-carboxamide